cis-cyclohexane-formaldehyde C1(CCCCC1)C=O